OC[C@H](C1=CC=CC=C1)NC1=NC(=NC=C1C1=NC(=NO1)C12CCN(CC1)CC2)NC=2C=C1C3(C(NC(C1=CC2)=O)C)CC3 6'-((4-(((S)-2-hydroxy-1-phenylethyl)amino)-5-(3-(quinuclidin-4-yl)-1,2,4-oxadiazol-5-yl)pyrimidin-2-yl)amino)-3'-methyl-2',3'-dihydro-1'H-spiro[cyclopropane-1,4'-isoquinolin]-1'-one